2-azidoethyl 2-methylpropionate CC(C(=O)OCCN=[N+]=[N-])C